hexadec-7-enoate C(CCCCCC=CCCCCCCCC)(=O)[O-]